ω-nitroarginine [N+](=O)([O-])NC(NCCC[C@H](N)C(=O)O)=N